COC(=O)C=1C2=C(SC1N)CC(CC2)C(C)(C)C 2-amino-6-(1,1-dimethylethyl)-4,5,6,7-tetrahydrobenzo[b]Thiophene-3-carboxylic acid methyl ester